FC(C=1C=C(C=CC1)C1OC(=C(C1=O)OS(=O)(=O)CC1=CC=CC=C1)N)(F)F 2-(3-trifluoromethylphenyl)-4-[[phenylmethylsulfonyl]oxy]-5-amino-3(2H)-furanone